C(#N)C=1OC2=C(C1NC(C(C)(F)F)=O)C=CC=C2 N-(2-cyano-1-benzofuran-3-yl)-2,2-difluoropropionamide